NC1=C(C(=CC=2N(C(=NC21)C)C)C2CC2)C2=CC=CN1C(=CC(=C21)C=COCC)C(=O)C2=CC(=C(C(=C2)F)F)F (8-(4-amino-6-cyclopropyl-1,2-dimethyl-1H-benzo[d]imidazol-5-yl)-1-(2-ethoxyvinyl)indolizin-3-yl)(3,4,5-trifluorophenyl)methanone